tert-butyl 2-chloro-4-((4-(1-methyl-4-(trifluoromethyl)-1H-imidazol-2-yl)benzyl)amino)-5,6-dihydro-7H-pyrrolo[2,3-d]pyrimidine-7-carboxylate ClC=1N=C(C2=C(N1)N(CC2)C(=O)OC(C)(C)C)NCC2=CC=C(C=C2)C=2N(C=C(N2)C(F)(F)F)C